5-(3-isopropyl-2-(1H-pyrazolo[3,4-b]pyridin-4-yl)-1H-indol-5-yl)-N-(1-isopropylpiperidin-4-yl)-1,3,4-oxadiazole-2-carboxamide C(C)(C)C1=C(NC2=CC=C(C=C12)C1=NN=C(O1)C(=O)NC1CCN(CC1)C(C)C)C1=C2C(=NC=C1)NN=C2